C(CCC)[C@@H]1N(S(C2=C(N(C1)C1=CC=CC=C1)C=C(C(=C2)OCC(C(=O)OC)(C)C)SC)(=O)=O)C Methyl (s)-3-((3-butyl-2-methyl-7-(methylthio)-1,1-dioxido-5-phenyl-2,3,4,5-tetrahydro-1,2,5-benzothiadiazepin-8-yl)oxy)-2,2-dimethylpropanoate